tert-Butyl (R)-3-(4-(1-(3-(1,1-difluoro-2-hydroxy-2-methylpropyl)-2-fluorophenyl)ethyl)-6-(2-methoxyethoxy)-2-methylquinazolin-7-yl)azetidine-1-carboxylate FC(C(C)(C)O)(F)C=1C(=C(C=CC1)[C@@H](C)C1=NC(=NC2=CC(=C(C=C12)OCCOC)C1CN(C1)C(=O)OC(C)(C)C)C)F